2-chloro-4-[[5-[6-(dimethylamino)-2,5-difluoro-3-pyridinyl]-1-methyl-imidazole-2-carbonyl]amino]benzoic acid ClC1=C(C(=O)O)C=CC(=C1)NC(=O)C=1N(C(=CN1)C=1C(=NC(=C(C1)F)N(C)C)F)C